5-cyclopropyl-N-(4-methoxybenzyl)-N-(5-methyl-1-(tetrahydro-2H-pyran-2-yl)-1H-pyrazol-3-yl)-6-(1-methyl-1H-pyrazol-3-yl)-2-(methylsulfonyl)pyrimidin-4-amine C1(CC1)C=1C(=NC(=NC1C1=NN(C=C1)C)S(=O)(=O)C)N(C1=NN(C(=C1)C)C1OCCCC1)CC1=CC=C(C=C1)OC